CC1=CC(=NC(=C1)C)CN1CCOC2=C(C1=O)C=C(C=C2C2=C(N=C(S2)C)C)CN2C(=NC=C2)C 4-((4,6-Dimethylpyridin-2-yl)methyl)-9-(2,4-dimethylthiazol-5-yl)-7-((2-methyl-1H-imidazol-1-yl)methyl)-3,4-dihydrobenzo[f][1,4]oxazepin-5(2H)-one